(S)-4,4-difluoropyrrolidine FC1(CCNC1)F